O1CCOC12CCC1(NC(COC1)=O)CC2 1,4,12-trioxa-9-azadispiro[4.2.58.25]pentadecan-10-one